O=C1C=2C=CC=NC2C=C(N1)CCC(=O)N1CCN(CC1)C1=CC=C(C#N)C=C1 4-(4-(3-(5-oxo-5,6-dihydro-1,6-naphthyridin-7-yl)propionyl)piperazin-1-yl)benzonitrile